NC1=NC(N(C=C1)[C@H]1[C@H]([C@@H]2O[P@](OC[C@H]2S1)(=O)OCC[C@H](C(=O)OC(C)C)C)F)=O Isopropyl (R)-4-(((2R,4aR,6R,7S,7aS)-6-(4-amino-2-oxopyrimidin-1(2H)-yl)-7-fluoro-2-oxidotetrahydro-4H-thieno[3,2-d][1,3,2]dioxaphosphinin-2-yl)oxy)-2-methylbutanoate